((1s,3s)-3-Hydroxy-3-methylcyclobutyl)(7-(3-isopropoxy-2-methylphenyl)-2-azaspiro[3.5]nonan-2-yl)methanone OC1(CC(C1)C(=O)N1CC2(C1)CCC(CC2)C2=C(C(=CC=C2)OC(C)C)C)C